[Ge]=O Germanium(II) oxide